(2s,4s)-N2-(3-chloro-4-fluorophenyl)-N2-methyl-1-(6-methyl-4-(trifluoromethyl)pyridin-2-yl)pyrrolidine-2,4-dicarboxamide ClC=1C=C(C=CC1F)N(C(=O)[C@H]1N(C[C@H](C1)C(=O)N)C1=NC(=CC(=C1)C(F)(F)F)C)C